BrC=1C=CC=2CC3=C(N=C(S3)N)C2C1 5-bromo-8H-indeno[1,2-d]thiazol-2-amine